1-(3-(trifluoromethyl)phenyl)cyclopentane-1-carbonitrile FC(C=1C=C(C=CC1)C1(CCCC1)C#N)(F)F